CC1=C(C=CC=C1OCCCN1CC2(CC1)CCOCC2)C2=C(C(=CC=C2)C=2SC1=C(CNCC1)N2)C 2-(3-((2,2'-dimethyl-3'-(4,5,6,7-tetrahydrothiazolo[4,5-c]pyridin-2-yl)-[1,1'-biphenyl]-3-yl)oxy)propyl)-8-oxa-2-azaspiro[4.5]decane